ClC1=NC(=CC(=C1)C=1C(=NN2C1N=C(C=C2)C(=O)NC[C@@H](C)O)C2=CC(=CC=C2)C#N)C 3-(2-chloro-6-methyl-4-pyridinyl)-2-(3-cyanophenyl)-N-[(2R)-2-hydroxypropyl]pyrazolo[1,5-a]pyrimidine-5-carboxamide